tert-butyl (2R,5S)-4-benzyl-5-((3-cyclopropylmorpholino) methyl)-2-methylpiperazine-1-carboxylate C(C1=CC=CC=C1)N1C[C@H](N(C[C@@H]1CN1C(COCC1)C1CC1)C(=O)OC(C)(C)C)C